ClC1=CC=C2C=C(NC2=C1)C(=O)N1CC2(CC1C(=O)N[C@H](C(=O)OC)C[C@H]1C(NCCC1)=O)CCCCC2 (2S)-methyl 2-(2-(6-chloro-1H-indole-2-carbonyl)-2-azaspiro[4.5]decane-3-carboxamido)-3-((S)-2-oxopiperidin-3-yl)propanoate